2,2''-Dimethyl-1,1':3',1''-terphenyl CC1=C(C=CC=C1)C1=CC(=CC=C1)C1=C(C=CC=C1)C